1-(2-hydroxyphenyl)-1-(4-hydroxyphenyl)heneicosane OC1=C(C=CC=C1)C(CCCCCCCCCCCCCCCCCCCC)C1=CC=C(C=C1)O